C1N(CC2CC=CCC12)C(=O)OC(C)(C)C Tert-Butyl 1,3,3a,4,7,7a-Hexahydro-2H-Isoindole-2-Carboxylate